(S)-4-cyano-6-fluoro-N-(8-fluoro-6-oxo-1,4,5,6-tetrahydro-2H-pyrano[3,4-c]isoquinolin-1-yl)-N-methyl-1H-indole-2-carboxamide C(#N)C1=C2C=C(NC2=CC(=C1)F)C(=O)N(C)[C@@H]1COCC=2NC(C=3C=C(C=CC3C21)F)=O